1,4-dimethoxy-9-ethyl-anthracene COC1=CC=C(C2=CC3=CC=CC=C3C(=C12)CC)OC